4-(4-(6-carbamoyl-imidazo[1,2-b]pyridazin-7-yl)phenyl)piperazine-1-carboxylic acid tert-butyl ester C(C)(C)(C)OC(=O)N1CCN(CC1)C1=CC=C(C=C1)C1=CC=2N(N=C1C(N)=O)C=CN2